S1(N=CC2=C1C=CC=C2)(=O)=O benzo[2,1-d][1,2]thiazole-1,1-dione